(2,4-dichlorobenzyl)triphenyl-phosphonium chloride [Cl-].ClC1=C(C[P+](C2=CC=CC=C2)(C2=CC=CC=C2)C2=CC=CC=C2)C=CC(=C1)Cl